2,3,4,5-tetrafluoro-6-(hydroxymethyl)-N,N-dimethylbenzenesulfonamide FC1=C(C(=C(C(=C1F)F)F)CO)S(=O)(=O)N(C)C